O1C(CCCC1)OCCCCCCOC1=CC=C(C(=O)OC2=CC=CC=C2)C=C1 phenyl 4-((6-((tetrahydro-2H-pyran-2-yl)oxy)hexyl)oxy)benzoate